BrC=1C(=NN2C1N=C(NC2=O)S(=O)C)C=2N=NC=CC2 8-Bromo-2-methanesulfinyl-7-(pyridazin-3-yl)-3H-pyrazolo[1,5-a][1,3,5]triazin-4-one